O=C1C(CCC(C1)=O)N1C(C2=CC=C(C=C2C1=O)F)=O 2-(2,4-dioxocyclohexyl)-5-fluoroisoindoline-1,3-dione